N-(2,4-Dimethoxybenzyl)-2,4,5-trifluoro-N-(1,2,4-thiadiazol-5-yl)benzenesulfonamide COC1=C(CN(S(=O)(=O)C2=C(C=C(C(=C2)F)F)F)C2=NC=NS2)C=CC(=C1)OC